ethyl 2-formyl-1,3-thiazole-4-carboxylate C(=O)C=1SC=C(N1)C(=O)OCC